(2Z,2'E)-2,2'-(1-(1-(pyridin-3-yl)cyclobutyl)propane-1,2-diylidene)bis(N-methylhydrazine-1-carbothioamide) N1=CC(=CC=C1)C1(CCC1)\C(\C(\C)=N\NC(NC)=S)=N\NC(NC)=S